BrC=1OC=C2C=C(C=CC12)F 3-Bromo-6-fluoroisobenzofuran